3,3-Dimethyl-1-(phenylamino)butan-2-one CC(C(CNC1=CC=CC=C1)=O)(C)C